NC(CCN(NC([C@H](C(C)(C)C)NC(=O)C=1NC2=CC=CC=C2C1)=O)C(C(F)Cl)=O)=O N-((2S)-1-(2-(3-amino-3-oxopropyl)-2-(2-chloro-2-fluoroacetyl)hydrazinyl)-3,3-dimethyl-1-oxobutane-2-yl)-1H-indole-2-carboxamide